BrC=1N=CC=2N(C1)C=C(N2)C2N(CCC2)C(=O)OC(C)(C)C tert-butyl 2-{6-bromoimidazo[1,2-a]pyrazin-2-yl}pyrrolidine-1-carboxylate